N[C@@H](CC(=O)OCC)C=1C=C(C=C(C1)OC(F)(F)F)C1=CC=CC=C1 ethyl (S)-3-amino-3-(5-(trifluoromethoxy)biphenyl-3-yl)propanoate